N1C[C@@H](C(=O)OCC)CCC1 (S)-ethyl nipecotate